5-(5-(3,5-dichlorophenyl)-5-(trifluoromethyl)-4,5-dihydroisoxazol-3-yl)-3-methyl-N-(2-methylbutyl)-5,6-dihydro-4H-thieno[2,3-c]pyrrole-2-carboxamide ClC=1C=C(C=C(C1)Cl)C1(CC(=NO1)N1CC2=C(C1)C(=C(S2)C(=O)NCC(CC)C)C)C(F)(F)F